2-(2-(4-(2-methyl-3-(3-methyl-4,5,6,7-tetrahydro-3H-imidazo[4,5-c]pyridine-2-carboxamido)phenyl)indoline-1-carbonyl)-6,7-dihydrothiazolo[5,4-c]pyridin-5(4H)-yl)acetic acid CC1=C(C=CC=C1NC(=O)C1=NC2=C(CNCC2)N1C)C1=C2CCN(C2=CC=C1)C(=O)C=1SC=2CN(CCC2N1)CC(=O)O